(R)-3-(2-(benzyl(methyl)amino)-1-hydroxyethyl)phenol C(C1=CC=CC=C1)N(C[C@H](O)C=1C=C(C=CC1)O)C